C(CC(C)C)(=O)SCCNC(CCNC([C@@H](C(COP(OP(OC[C@@H]1[C@H]([C@H]([C@@H](O1)N1C=NC=2C(N)=NC=NC12)O)OP(=O)(O)O)(=O)O)(=O)O)(C)C)O)=O)=O isovalerylCoA